CS(=O)(=O)C1=NC(=CC(=N1)C1=CN(C=C1)CC=1C=C(C#N)C=CC1)C(F)(F)F 3-((3-(2-(methylsulfonyl)-6-(trifluoromethyl)pyrimidin-4-yl)-1H-pyrrol-1-yl)methyl)benzonitrile